C(C1=CC=CC=C1)OC1=C(C(=NC(=C1C(C(=O)OCC)O)C)Cl)C(=O)OCC ethyl 4-benzyloxy-2-chloro-5-(2-ethoxy-1-hydroxy-2-oxo-ethyl)-6-methyl-pyridine-3-carboxylate